C(CCCCCCCCCCCCCC=CCCCCCCCC)(=O)OCCCCCCCCCCCCCCCCCCCCCCCCCCCCCCCCCCCCCCCCO 40-hydroxytetracontyl tetracos-15-enoate